[Si](C)(C)(C(C)(C)C)OCC[C@H]1N(CC[C@@H](C1)NC1=C(C(=NC2=C(C(=C(C=C12)Cl)C1=CC=CC2=CC=CC(=C12)Cl)F)Cl)C=O)C(=O)OC(C)(C)C tert-butyl (2S,4S)-2-(2-((tert-butyldimethylsilyl)oxy)ethyl)-4-((2,6-dichloro-7-(8-chloronaphthalen-1-yl)-8-fluoro-3-formylquinolin-4-yl)amino)piperidine-1-carboxylate